isoprop-ylamine C(C)(C)N